5-bromo-2'-deoxycytidine 5'-triphosphate P(O)(=O)(OP(=O)(O)OP(=O)(O)O)OC[C@@H]1[C@H](C[C@@H](O1)N1C(=O)N=C(N)C(=C1)Br)O